C1(CC1)C=1C(=C(C(=CC1N1CC(CC1)(OC)CN(C)C)F)S(=O)(=O)NC1=NC(=CC=C1)F)F 3-cyclopropyl-4-(3-((dimethylamino)methyl)-3-methoxypyrrolidin-1-yl)-2,6-difluoro-N-(6-fluoropyridin-2-yl)benzenesulfonamide